2-(1-(tert-Butoxycarbonyl)piperidin-4-yl)-5-(6-(trifluoromethyl)picolinamido)-2H-indazole-6-carboxylic acid methyl ester COC(=O)C=1C(=CC2=CN(N=C2C1)C1CCN(CC1)C(=O)OC(C)(C)C)NC(C1=NC(=CC=C1)C(F)(F)F)=O